C(C)N1[C@H]2[C@@H](CC[C@@H]1CC2)N2CCC1=C2N=NC(=C1)C1=C(C=C(C=C1C)C(F)(F)F)O 2-(7-((1R,2R,5S)-8-ethyl-8-azabicyclo[3.2.1]octan-2-yl)-6,7-dihydro-5H-pyrrolo[2,3-c]pyridazin-3-yl)-3-methyl-5-(trifluoromethyl)phenol